ClC1=C(C=C(OCC(=O)NC2CCC(CC2)C=2C=NN(C2)C2=CC=C(C=C2)Cl)C=C1)F 2-(4-chloro-3-fluorophenoxy)-N-(4-(1-(4-chlorophenyl)-1H-pyrazol-4-yl)cyclohexyl)acetamide